5-bromo-1H-indol-4-amine BrC1=C(C=2C=CNC2C=C1)N